N-(7-methoxy-4-(1-methyl-3-phenyl-1H-pyrazol-4-yl)pyrido[3,2-d]pyrimidin-6-yl)-1-(trifluoromethyl)-1H-pyrazole-4-carboxamide COC1=CC=2N=CN=C(C2N=C1NC(=O)C=1C=NN(C1)C(F)(F)F)C=1C(=NN(C1)C)C1=CC=CC=C1